(R)-N-(6-chloro-8-methylisoquinolin-1-yl)-5-(5-chloropyridazin-3-yl)-N-(piperidin-3-yl)picolinamide ClC=1C=C2C=CN=C(C2=C(C1)C)N(C(C1=NC=C(C=C1)C=1N=NC=C(C1)Cl)=O)[C@H]1CNCCC1